trans-3-fluoro-5-[[4-[(3S)-3-(5-fluoro-3-pyridyl)isoxazolidine-2-carbonyl]cyclohexyl]methyl]-N-methyl-benzamide FC=1C=C(C(=O)NC)C=C(C1)C[C@@H]1CC[C@H](CC1)C(=O)N1OCC[C@H]1C=1C=NC=C(C1)F